N-(5-(1-methyl-1H-imidazol-4-yl)-6-((4-(trifluoromethyl)phenyl)amino)pyridin-3-yl)acrylamide CN1C=NC(=C1)C=1C=C(C=NC1NC1=CC=C(C=C1)C(F)(F)F)NC(C=C)=O